CC1(N(C(N(C1=O)CC1=CC(=C(OC(C(=O)O)(C)C)C(=C1)C)C)=O)C1=CC=C(C=C1)C(F)(F)F)C 2-(4-((4,4-Dimethyl-2,5-dioxo-3-(4-(trifluoromethyl)phenyl)-imidazolin-1-yl)methyl)-2,6-dimethylphenoxy)-2-methyl-propionic acid